FC=1C=C(C=CC1OC)N1C(=NC2=C(C=C(C=C2C1=O)[N+](=O)[O-])C=1C=NC=NC1)[C@@H]1NCCC1 (R)-3-(3-fluoro-4-methoxyphenyl)-6-nitro-8-(pyrimidin-5-yl)-2-(pyrrolidin-2-yl)quinazolin-4(3H)-one